Cl.N(N)C1=C(C=NC=C1)C 4-hydrazineyl-3-methylpyridine hydrochloride